ClC1=CC=C(C=C1)CN1CCNCC1 1-[(4-chlorophenyl)methyl]piperazine